5-(isoxazole-4-carbonyl)-6H-chromeno[3,2-c]quinoline-6,7(5H)-dione O1N=CC(=C1)C(=O)N1C(C2=C(C3=CC=CC=C13)OC1=CC=CC=C1C2=O)=O